CN(C)CCN dimethylaminoethylamine